COC=1C=C(C=CC1OC1=CC(=CC=C1)C(C)C)C1C=2C(NC(C1)=O)=NNC2 4-{3-Methoxy-4-[3-(propan-2-yl)phenoxy]phenyl}-2H,4H,5H,6H,7H-pyrazolo[3,4-b]pyridin-6-one